FC(OC=1C=C(C=CC1)C1=NN(C=C1)C1OCCCC1)F 3-(3-(difluoromethoxy)phenyl)-1-(tetrahydro-2H-pyran-2-yl)-1H-pyrazole